NC1=CC(=C(C=C1)N1N=CC(=C1)CN(C(OC(C)(C)C)=O)CC(F)F)S(NCC1=C(C=C(C=C1)OC)OC)(=O)=O tert-butyl [(1-{4-amino-2-[(2,4-dimethoxybenzyl)sulfamoyl]phenyl}-1H-pyrazol-4-yl)methyl](2,2-difluoroethyl)carbamate